(S)-N-((9-amino-4-ethyl-8-fluoro-4-hydroxy-3,14-dioxo-3,4,12,14-tetrahydro-1H-pyrano[3',4':6,7]indolizino-[1,2-b]quinolin-11-yl)methyl)-2-hydroxyacetamide NC1=CC=2C(=C3C(=NC2C=C1F)C1=CC2=C(C(N1C3)=O)COC([C@]2(O)CC)=O)CNC(CO)=O